4-Methyl-N-[5-methyl-2-[[4-(pyrrolidin-3-ylmethoxy)phenoxy]methyl]phenyl]thieno[3,2-b]pyrrole-5-carboxamide CN1C2=C(C=C1C(=O)NC1=C(C=CC(=C1)C)COC1=CC=C(C=C1)OCC1CNCC1)SC=C2